2-bromo-5-chloro-3-fluorobenzoic acid BrC1=C(C(=O)O)C=C(C=C1F)Cl